[Cl-].C(C=C)(=O)OCC[N+](C)(C)C 2-(acryloyloxy)ethyltrimethyl-ammonium chloride